C1(=CC=CC=C1)S(=O)(=O)CC=1N=C2N(N=C(C=C2CS(=O)(=O)C2=CC=CC=C2)C=2C(NC(NC2)=O)=O)C1 5-[2,8-bis(benzenesulfonylmethyl)imidazo[1,2-b]pyridazin-6-yl]-1H-pyrimidine-2,4-dione